[N+](=O)([O-])C1=C(C(=CC(=C1)[N+](=O)[O-])[N+](=O)[O-])N1N=NN=C1C1=NN=NN1C1=C(C=C(C=C1[N+](=O)[O-])[N+](=O)[O-])[N+](=O)[O-] 1-(2,4,6-trinitrophenyl)-5-(1-(2,4,6-trinitrophenyl)-1H-tetrazol-5-yl)-1H-tetrazole